(2-chlorobenzyl)-4,6-dimethylphenol ClC1=C(CC2=C(C(=CC(=C2)C)C)O)C=CC=C1